8-[(1-{[(3R,5S)-5-(dimethylcarbamoyl)pyrrolidin-3-yl]acetyl}azetidin-3-yl)oxy]-4,4-dihydroxy-5-oxa-4-boranuidabicyclo[4.4.0]deca-1(6),7,9-triene-7-carboxylic acid disodium salt [Na+].[Na+].CN(C(=O)[C@@H]1C[C@@H](CN1)CC(=O)N1CC(C1)OC1=C(C=2O[B-](CCC2C=C1)(O)O)C(=O)O)C.CN(C(=O)[C@@H]1C[C@@H](CN1)CC(=O)N1CC(C1)OC1=C(C=2O[B-](CCC2C=C1)(O)O)C(=O)O)C